C1(CCCCC1)C[C@@H]1NCCNC1 (2S)-2-(cyclohexylmethyl)piperazine